1-[5-tert-butyl-2-[4-(morpholinomethyl)phenyl]pyrazol-3-yl]-3-[2-methylsulfanyl-4-[(7-oxo-6,8-dihydro-5H-1,8-naphthyridin-4-yl)oxy]phenyl]urea C(C)(C)(C)C=1C=C(N(N1)C1=CC=C(C=C1)CN1CCOCC1)NC(=O)NC1=C(C=C(C=C1)OC1=CC=NC=2NC(CCC12)=O)SC